1,2-dithiacyclooctane-3,8-diol S1SC(CCCCC1O)O